ethyl 5-(((tert-butoxycarbonyl)(2-hydroxyethyl)amino)methyl)thiazole-2-carboxylate C(C)(C)(C)OC(=O)N(CCO)CC1=CN=C(S1)C(=O)OCC